C(#N)C1=CC=C(C=C1)C=1C=C2C(CCOC2=CC1)NC(O[C@@H]1CN2CCC1CC2)=O (S)-quinuclidin-3-yl (6-(4-cyanophenyl)chroman-4-yl)carbamate